C(C=C)(=O)N1C[C@H]2N(C(C=3C=4N(C=NC4C(=C(C3)F)C3=CC=C(C=4SC(=C(C43)C#N)N)F)CC2)=O)CC1 4-((S)-9-Acryloyl-2-fluoro-12-oxo-7,7a,8,9,10,11-hexahydro-6H,12H-4,5a,9,11a-tetraazabenzo[5,6]cycloocta[1,2,3-cd]inden-3-yl)-2-amino-7-fluorobenzo[b]thiophene-3-carbonitrile